2-fluoro-N-[2-(4-methoxyphenyl)thieno[3,2-c]pyridin-4-yl]-N-[(3R)-3-piperidyl]-4-(triazolo[4,5-b]pyridin-3-yl)benzamide FC1=C(C(=O)N([C@H]2CNCCC2)C2=NC=CC3=C2C=C(S3)C3=CC=C(C=C3)OC)C=CC(=C1)N1N=NC=3C1=NC=CC3